FC(O[C@@H](COC1=NC(=NC=C1C(F)(F)F)SC)C)F 4-[(2R)-2-(difluoromethoxy)propoxy]-2-methylsulfanyl-5-(trifluoromethyl)pyrimidine